NC1=NNC2=CC=C(C=C12)C1=CC(=NC=C1)NC(CC1=C(C=CC=C1)C)=O N-(4-(3-Amino-1H-indazol-5-yl)pyridin-2-yl)-2-(2-tolyl)acetamide